NC1=C(C=2C(=NC(=C(C2)N2N=CC=C2)C)N1C1=C(C(=CC=C1C)OCC1=CC=C(C=C1)OC)C)C#N 2-Amino-1-(3-((4-methoxybenzyl)oxy)-2,6-dimethylphenyl)-6-methyl-5-(1H-pyrazol-1-yl)-1H-pyrrolo[2,3-b]pyridine-3-carbonitrile